C(C)(C)(C)OC(=O)N1CC=2N(CCC1)N=C(C2C)C(NC)=O 3-methyl-2-(methylcarbamoyl)-7,8-dihydro-4H-pyrazolo[1,5-a][1,4]diazepine-5(6H)-carboxylic acid tert-butyl ester